FC1=CC=C(C=C1)CN1C(C(=CC2=CC(=CN=C12)C1COC1)C(=O)NC1CC2(C1)CCC2)=O (4-fluorophenylmethyl)-6-(oxetan-3-yl)-2-oxo-N-(spiro[3.3]hept-2-yl)-1,2-dihydro-1,8-naphthyridine-3-carboxamide